FC1=CC=C(CCN(C(OC(C)(C)C)=O)C2=CC=C3C=CNC3=C2)C=C1 tert-butyl (4-fluorophenethyl)(1H-indol-6-yl)carbamate